O1COC2=C1C=CC(=C2)C=2N=C(NC2C2=NC=CC=C2)C2=CC=C(C(=O)N)C=C2 4-[4-(1,3-Benzodioxol-5-yl)-5-(pyridin-2-yl)-1H-imidazol-2-yl]benzamide